(rac)-4-{[3-(4-{[(3R,4R)-3-fluoro-1-methylpiperidin-4-yl]amino}-1-(2,2,2-trifluoroethyl)-1H-indol-2-yl)prop-2-yn-1-yl]amino}-3-methoxy-N-methylbenzamide F[C@@H]1CN(CC[C@H]1NC1=C2C=C(N(C2=CC=C1)CC(F)(F)F)C#CCNC1=C(C=C(C(=O)NC)C=C1)OC)C |r|